C(C)(C)(C)OC(=O)N1CCC(CC1)CN1CCN(CC1)C1CCN(CC1)C1=C(C=C(C(=C1)OC)[N+](=O)[O-])C=1C=NN(C1)C 4-((4-(1-(5-methoxy-2-(1-methyl-1H-pyrazol-4-yl)-4-nitrophenyl)piperidin-4-yl)piperazin-1-yl)methyl)piperidine-1-carboxylic acid tert-butyl ester